(1R,5S,6r)-3-(4-(1,3,4-Thiadiazol-2-yl)pyrimidin-2-yl)-6-(((2-(trifluoromethyl)pyridin-3-yl)oxy)methyl)-3-azabicyclo[3.1.0]hexane S1C(=NN=C1)C1=NC(=NC=C1)N1C[C@H]2C([C@H]2C1)COC=1C(=NC=CC1)C(F)(F)F